ClC=1C(=NC(=NC1)NC=1C(=NN(C1)C(C#N)(C)C)C)OCC1(CCNCC1)F 2-(4-((5-chloro-4-((4-fluoropiperidin-4-yl)methoxy)pyrimidin-2-yl)amino)-3-methyl-1H-pyrazol-1-yl)-2-methylpropanenitrile